FC(OCC1=NC2=CC(=CC(=C2N=C1)C=1SC2=C(N1)C(=CC(=C2)OCCNS(=O)(=O)C2=CC=C(C=C2)F)C)C)F N-(2-(2-(2-((difluoromethoxy)methyl)-7-methylquinoxalin-5-yl)-4-methylbenzo[d]thiazol-6-yloxy)ethyl)-4-fluorobenzenesulfonamide